(S)-1-amino-4-(4-((4-bromopyridin-2-yl)carbamoyl)phenyl)-2-(1-(but-2-ynoyl)piperidin-2-yl)-1H-imidazole NN1C(=NC(=C1)C1=CC=C(C=C1)C(NC1=NC=CC(=C1)Br)=O)[C@H]1N(CCCC1)C(C#CC)=O